C(\C=C\C=C\C=C\C=C\C=C\C=C\C=C\C=C\C=C\C=C\C=C\C)=O (2e,4e,6e,8e,10e,12e,14e,16e,18e,20e,22e)-2,4,6,8,10,12,14,16,18,20,22-tetracosaundecaenal